F[C@H]1CN(CC[C@]1(O)C)C1=NC=CC(=N1)NC=1N=CC2=C(C=CC(=C2C1)C(C)C)N1CC(C1)CS(=O)(=O)C (3S,4R)-3-fluoro-1-[4-({8-[3-(methanesulfonyl-methyl)azetidin-1-yl]-5-(propan-2-yl)isoquinolin-3-yl}amino)pyrimidin-2-yl]-4-methyl-piperidin-4-ol